CN(C)CC1=C2C3(C=NC(C2=CC=C1)=O)CCC3 5'-((dimethyl-amino)methyl)-1'-oxo-1'H-spiro[cyclobutan-1,4'-isoquinoline]